C(C=C)(=O)N1C2C(N(CC1)C1=NC(N3C4=C(C(=C(C=C14)Cl)C1=C(C=C(C=C1)F)F)SCC3)=O)CS(C2)(=O)=O 7-(4-acryloyl-6,6-dioxidohexahydrothieno[3,4-b]pyrazin-1(2H)-yl)-9-chloro-10-(2,4-difluorophenyl)-2,3-dihydro-5H-[1,4]thiazino[2,3,4-ij]quinazolin-5-one